ClC1=CC=C(CN2C(=NC=3N(C(N(C(C23)=O)CCCO)=O)CC)OC2=C(C#N)C=CC=C2)C=C1 2-((7-(4-chlorobenzyl)-3-ethyl-1-(3-hydroxypropyl)-2,6-dioxo-2,3,6,7-tetrahydro-1H-purin-8-yl)oxy)benzonitrile